FC1(CCN(CC1)C1=NC(=CC(=N1)N1N=CC(=N1)C1=C(C=C(C=C1)NS(=O)(=O)CCO)N1CCC2(CC2)CC1)C)F N-(4-(2-(2-(4,4-difluoropiperidin-1-yl)-6-methylpyrimidin-4-yl)-2H-1,2,3-triazol-4-yl)-3-(6-azaspiro[2.5]octan-6-yl)phenyl)-2-hydroxyethane-1-sulfonamide